NC=1C(=NC=CC1)C(=O)[O-] aminopyridine-2-carboxylate